C1=C(C=CC2=CC=CC=C12)C1=NC(=NC(=N1)C=1C=CC2=CC=CC=C2C1)C1=CC=C(C=C1)C=1C=CC=C2C=CC=NC12 8-(4-(4-(naphthalen-2-yl)-6-(naphthalen-3-yl)-1,3,5-triazin-2-yl)phenyl)quinoline